N[C@H](C(=O)O)CCS(=O)(=N)CCC(C(F)(F)F)(C=1N=CC2=CC=CC=C2C1)O (2s)-2-amino-4-(4,4,4-trifluoro-3-hydroxy-3-(isoquinolin-3-yl)butylsulfonimidoyl)butanoic acid